N-((1S,3R)-3-((2'-(benzyloxy)-4-chloro-3',6-difluoro-[1,1'-biphenyl]-3-yl)methyl)-3-(4-(chloromethyl)oxazol-2-yl)cyclopentyl)methanesulfonamide C(C1=CC=CC=C1)OC1=C(C=CC=C1F)C1=CC(=C(C=C1F)Cl)C[C@]1(C[C@H](CC1)NS(=O)(=O)C)C=1OC=C(N1)CCl